NC1=CN=C(C=2N1C=NC2)N(C(OC(C)(C)C)=O)CC2=C(C=C(C=C2)OC)OC tert-butyl (5-aminoimidazo[1,5-a]pyrazine-8-yl)(2,4-dimethoxybenzyl)carbamate